COC(CCCCCCCCC)(CCCCCCCCC)OC 10,10-dimethoxy-nonadecane